(2-(2-(prop-2-yn-1-yloxy)ethoxy)ethyl)carbamic acid benzyl ester C(C1=CC=CC=C1)OC(NCCOCCOCC#C)=O